N-((S)-1-(2,4-difluorophenyl)ethyl)-2-(2,6-dioxopiperidin-3-yl)-3-oxo-2,3-dihydro-1H-indazole-6-carboxamide FC1=C(C=CC(=C1)F)[C@H](C)NC(=O)C1=CC=C2C(N(NC2=C1)C1C(NC(CC1)=O)=O)=O